CC1(OB(OC1(C)C)C1=CC=C(C=C1)B1OC(C(O1)(C)C)(C)C)C 4,4,5,5-tetramethyl-2-[4-(4,4,5,5-tetramethyl-1,3,2-dioxaborolan-2-yl)phenyl]-1,3,2-dioxaborolane